spiro[azetidine-3,3'-quinoline]-1-carboxylate N=1CC2(C=C3C=CC=CC13)CN(C2)C(=O)[O-]